ClC1=C(C=C(C=C1)F)N=C(N)C1=C(C=2N(N=C1)C=C(C2)C=2C=NC(=NC2)C(F)F)N[C@@H]2CC[C@H](CC2)NC(OC(C)(C)C)=O tert-butyl N-[trans-4-[[3-[N'-(2-chloro-5-fluoro-phenyl)carbamimidoyl]-6-[2-(difluoromethyl)pyrimidin-5-yl]pyrrolo[1,2-b]pyridazin-4-yl]amino]cyclohexyl]carbamate